C[C@@H]1O[C@@H](CN(C1)C1=CC=CC(=N1)C=1C=C2C=C(N=CC2=CC1)CC(=O)OC(C)(C)C)C tert-butyl 2-(6-(6-((cis)-2,6-dimethylmorpholino)pyridin-2-yl)isoquinolin-3-yl)acetate